[2-(Boc-amino)ethyl]octaethylene glycol C(=O)(OC(C)(C)C)NCCC(COCCOCCOCCOCCOCCOCCOCCO)O